C(C)NC1=NNC2=CC=CC(=C12)C=1C=C2C=CC=C(C2=CC1)C(=O)NC1=CC(=C(C=C1)F)C 6-(3-(ethylamino)-1H-indazol-4-yl)-N-(4-fluoro-3-methylphenyl)-1-naphthamide